2-methyl-N-(1-(((2,2,2-trifluoroethyl)amino)methyl)cyclobutyl)-5-((2-(trifluoromethyl)-pyridin-3-yl)methoxy)benzofuran-3-carboxamide CC=1OC2=C(C1C(=O)NC1(CCC1)CNCC(F)(F)F)C=C(C=C2)OCC=2C(=NC=CC2)C(F)(F)F